((7-chloro-1-methyl-5-(methyl-d3)-4-oxo-4,5-dihydro-1H-pyrrolo[3,2-c]pyridin-3-yl)amino)-6-((5-fluoropyridin-2-yl)amino)-N-(methyl-d3)nicotinamide ClC=1C2=C(C(N(C1)C([2H])([2H])[2H])=O)C(=CN2C)NC2=C(C(=O)NC([2H])([2H])[2H])C=CC(=N2)NC2=NC=C(C=C2)F